(S)-(7-(1-amino-1,3-dihydrospiro[indene-2,4'-piperidin]-1'-yl)-2-(2,3-dichlorophenyl)imidazo[1,2-c]pyrimidin-8-yl)methanol N[C@@H]1C2=CC=CC=C2CC12CCN(CC2)C2=C(C=1N(C=N2)C=C(N1)C1=C(C(=CC=C1)Cl)Cl)CO